CC1=CC(=CC(=N1)C#N)N1C=NN=C1 6-methyl-4-(1,2,4-triazol-4-yl)pyridine-2-carbonitrile